C1(=CC=CC=C1)C(C1=CC=CC=C1)=[Hf](C1=CC=CC=2C3=CC=CC=C3CC12)C1=C(C=CC=2C3=CC=C(C=C3CC12)C(C)(C)C)C(C)(C)C diphenylmethylene(2,7-di-tertbutylfluorenyl)(fluorenyl)hafnium